((2-Ethyl-6-(2,2,2-trifluoroethyl)-3,4-dihydroquinolin-1(2H)-yl)sulfonyl)-2-((tetrahydro-2H-pyran-4-yl)methoxy)benzyl alcohol C(C)C1N(C2=CC=C(C=C2CC1)CC(F)(F)F)S(=O)(=O)C(C1=C(C=CC=C1)OCC1CCOCC1)O